(3S,4S)-1-cyano-4-ethyl-N-(5-phenylthiazol-2-yl)pyrrolidine-3-carboxamide C(#N)N1C[C@H]([C@@H](C1)CC)C(=O)NC=1SC(=CN1)C1=CC=CC=C1